N-benzyl-2,4-dihydroxy-5-isopropyl-N-propylbenzamide C(C1=CC=CC=C1)N(C(C1=C(C=C(C(=C1)C(C)C)O)O)=O)CCC